CC=1C=CC2=C(N=C(O2)CC(F)(F)F)C1 5-methyl-2-(2,2,2-trifluoroethyl)benzoxazole